1-(4-{7-cyclopropyl-5-[(1R)-1-methyl-1,2,3,4-tetrahydroisoquinoline-2-carbonyl]-pyrazolo[1,5-a]pyrimidin-2-yl}-3-fluorophenyl)-5-methylpyrrolidine-3-carboxylic acid C1(CC1)C1=CC(=NC=2N1N=C(C2)C2=C(C=C(C=C2)N2CC(CC2C)C(=O)O)F)C(=O)N2[C@@H](C1=CC=CC=C1CC2)C